Ethyl-{[1-(2,4-dichlorophenyl)-5-(4-phenoxyphenyl)-1H-pyrazol-3-yl]oxy} acetat C(C)(=O)OOC1=NN(C(=C1CC)C1=CC=C(C=C1)OC1=CC=CC=C1)C1=C(C=C(C=C1)Cl)Cl